L-aspartic acid monotetrabutylphosphonium salt C(CCC)[P+](CCCC)(CCCC)CCCC.N[C@@H](CC(=O)O)C(=O)[O-]